(R)-N-(1,1-dioxido-2,3-dihydrothiophen-3-yl)-7-ethyl-2-oxo-1,2-dihydroquinoline-3-carboxamide O=S1(C[C@@H](C=C1)NC(=O)C=1C(NC2=CC(=CC=C2C1)CC)=O)=O